1-phenyl-4-(2,6-dimethoxy-4-methylphenyl)-1H-1,2,3-triazole C1(=CC=CC=C1)N1N=NC(=C1)C1=C(C=C(C=C1OC)C)OC